OC(C(=O)OCC)C(C)(C)C1=C(C=CC=C1)OC ethyl 2-hydroxy-3-(2-methoxyphenyl)-3-methylbutyrate